FC1=CC(=C(C=C1)C1=CC(=CC=C1)C=1OC2=C(N1)C=C(C=C2C(F)(F)F)CNC[C@@H]2OCCC2)C2=NN=CN2C (R)-1-(2-(4'-fluoro-2'-(4-methyl-4H-1,2,4-triazol-3-yl)-[1,1'-biphenyl]-3-yl)-7-(trifluoromethyl)benzo[d]oxazol-5-yl)-N-((tetrahydrofuran-2-yl)methyl)methylamine